2-{3-[(2R,6S)-2,6-Dimethylmorpholin-4-carbonyl]-5,6-dihydrocyclopenta[c]pyrazol-1(4H)-yl}-1-[4-(3-fluoro-2-methoxyphenyl)piperidin-1-yl]ethan-1-on C[C@@H]1CN(C[C@@H](O1)C)C(=O)C=1C2=C(N(N1)CC(=O)N1CCC(CC1)C1=C(C(=CC=C1)F)OC)CCC2